4-butyl-1-(4-chlorophenyl)-3-(4-fluorophenyl)-5-methyl-4,5-dihydro-1H-pyrazole-5-carboxylic acid methyl ester COC(=O)C1(C(C(=NN1C1=CC=C(C=C1)Cl)C1=CC=C(C=C1)F)CCCC)C